CC(C)(C)OC(=O)N1C[C@@H](CCC1)C1=CC=C(C=C1)N=CC1=C(C(=CC=C1)C(=O)OC)[N+](=O)[O-] (3S)-3-[4-[[[3-(methoxycarbonyl)-2-nitrophenyl]methylene]amino]phenyl]-1-piperidinecarboxylic acid 1,1-dimethylethyl ester